CC=CC=C 2,4-pentadiene